CN1CCC(CC1)C1=CC2=C(NC(=N2)C2=C3C(=CNC2=O)C(=C(N3)C=3C=NC=CC3C)C#N)C=C1 7-(5-(1-methylpiperidin-4-yl)-1H-benzo[d]imidazol-2-yl)-2-(4-methylpyridin-3-yl)-6-Oxo-5,6-dihydro-1H-pyrrolo[3,2-c]pyridine-3-carbonitrile